C(C)C1=C(C(=C(C(=C1)OC)O)C=N)C=N ethyl-bisiminomethyl-guaiacol